5-{2-[5-chloro-2-(4-chlorobenzene-sulfonamido)phenyl]ethynyl}pyridine-2-carboxylic acid ClC=1C=CC(=C(C1)C#CC=1C=CC(=NC1)C(=O)O)NS(=O)(=O)C1=CC=C(C=C1)Cl